2-(6-((2S,5R)-4-(1-(2,2-dimethyl-3-oxo-2,3-dihydrobenzofuran-6-yl)ethyl)-2,5-dimethylpiperazin-1-yl)-9-ethyl-3-methyl-2-oxo-3,9-dihydro-2H-purin-8-yl)acetonitrile CC1(OC2=C(C1=O)C=CC(=C2)C(C)N2C[C@@H](N(C[C@H]2C)C=2C=1N=C(N(C1N(C(N2)=O)C)CC)CC#N)C)C